C(C1=CC=CC=C1)OC=1C(=CC(=C(C(=O)N(C)OC)C1)[N+](=O)[O-])F 5-(benzyloxy)-4-fluoro-N-methoxy-N-methyl-2-nitrobenzamide